ClC=1C=C2C(=NC(=NC2=C(C1C=1C(=CC=C2C=NN(C12)C)C)F)OC[C@H]1N(CCC1)C)N1CCN(CCC1)C(C=C)=O 1-(4-(6-chloro-7-(1,6-dimethyl-1H-indazol-7-yl)-8-fluoro-2-(((S)-1-methylpyrrolidin-2-yl)methoxy)quinazolin-4-yl)-1,4-diazepan-1-yl)prop-2-en-1-one